COCCOC([C@@H](NC(=O)OC1=CC=C(C=C1)[N+](=O)[O-])CC1=CC=CC=C1)=O N-(4-nitrophenoxycarbonyl)phenylalanine methoxyethyl ester